5-(1-(2-amino-2-oxoethyl)piperidin-4-yl)-2-(7,8-dimethyl-[1,2,4]triazolo[1,5-a]pyridin-6-yl)-3-isopropyl-1H-indole-1-carboxylic acid chloromethyl ester ClCOC(=O)N1C(=C(C2=CC(=CC=C12)C1CCN(CC1)CC(=O)N)C(C)C)C=1C(=C(C=2N(C1)N=CN2)C)C